(4S,5R)-4-{[(S)-1-methoxy-1-oxapropan-2-yl]carbamoyl}-2,2,5-trimethyloxazolidine-3-carboxylic acid COO[C@@H](C)NC(=O)[C@H]1N(C(O[C@@H]1C)(C)C)C(=O)O